ClC=1C=CC2=C(N(S(C3=C(C2=O)C=CC=C3)(=O)=O)C)C1 8-Chloro-6-methyldibenzo[c,f][1,2]thiazepin-11(6H)-one 5,5-dioxide